4-(2-(4-bromo-1H-indazol-1-yl)ethyl)morpholine BrC1=C2C=NN(C2=CC=C1)CCN1CCOCC1